4,4'-(pentan-3,3-diyl)diphenol CCC(CC)(C1=CC=C(C=C1)O)C1=CC=C(C=C1)O